BrC=1C=C2C(=CN(C2=CC1)C(=O)C1NC(CC1)=O)/C(=C/C=1C=C(C#N)C=CC1OC)/C#N (Z)-3-(2-(5-bromo-1-(5-oxopyrrolidine-2-carbonyl)-1H-indol-3-yl)-2-cyanovinyl)-4-methoxybenzonitrile